2-(2-naphthyl)propyl-amine C1=C(C=CC2=CC=CC=C12)C(CN)C